N[C@@H](CCCCN)CC(=O)O Beta-Homolysine